tert-butyl N-{1-[6-chloro-5-(2,3-dichlorobenzoyl)pyrazin-2-yl]-3-methylazetidin-3-yl}carbamate ClC1=C(N=CC(=N1)N1CC(C1)(C)NC(OC(C)(C)C)=O)C(C1=C(C(=CC=C1)Cl)Cl)=O